tert-butyl (2-((2S)-4-acetamido-3-allyl-4-(tert-butylcarbamoyl)-2-(hydroxymethyl)pyrrolidin-1-yl)ethyl)carbamate C(C)(=O)NC1(C([C@H](N(C1)CCNC(OC(C)(C)C)=O)CO)CC=C)C(NC(C)(C)C)=O